1-(3-bromo-1-(4-methoxybenzyl)-1H-1,2,4-triazol-5-yl)-2-methoxyethan-1-ol BrC1=NN(C(=N1)C(COC)O)CC1=CC=C(C=C1)OC